[O-]S(=O)(=O)C(F)(F)F.C(C)(C)(C)OC(=O)N1CC(C1)C[N+]=1NC=CC1 2-((1-(tert-Butoxycarbonyl)azetidin-3-yl)methyl)-1H-pyrazol-2-ium triflate